ClC=1C=C(C=C(C1)C(F)(F)F)NC(C(=O)C1=C(C=C(C=C1)OC1=CC=NC2=CC(=C(C=C12)C)C)F)=O (3-chloro-5-(trifluoromethyl)phenyl)-2-(4-((6,7-dimethylquinolin-4-yl)oxy)-2-fluorophenyl)-2-oxoacetamide